C1(=CC=CC=C1)NC1=CC=C2C(=C1)N1C3=C2C=CC=C3C=3C=CC=CC13 N-phenylindolo[3,2,1-jk]carbazol-6-amine